C1(CCCCC1)C(=O)N1CC(CCC1)C(=O)N1CCN(CC1)C1=CC(=NC2=CC=CC=C12)C(F)(F)F (1-(cyclohexylcarbonyl)piperidin-3-yl)(4-(2-(trifluoromethyl)quinolin-4-yl)piperazin-1-yl)methanone